CC1=CC(=CC(=C1)OC2=CC(=CC(=C2)O)C)O 3,3'-dihydroxy-5,5'-dimethyldiphenyl ether